6-chloro-4-(2-chlorophenyl)-2,3-dihydrofuro[2,3-b]quinoline ClC=1C=C2C(=C3C(=NC2=CC1)OCC3)C3=C(C=CC=C3)Cl